Racemic-6-fluoro-N-(8-fluoro-6-oxo-1,4,5,6-tetrahydro-2H-pyrano[3,4-c]isoquinolin-1-yl)-N,4-dimethyl-1H-indole-2-carboxamide FC1=CC(=C2C=C(NC2=C1)C(=O)N(C)[C@H]1COCC=2NC(C=3C=C(C=CC3C21)F)=O)C |r|